(5'-bromo-2'-hydroxybenzylidene)-4-chlorobenzoyl-hydrazine BrC=1C=CC(=C(C=NNC(C2=CC=C(C=C2)Cl)=O)C1)O